(1R,2R)-1-(6-bromobenzo[d][1,3]dioxol-5-yl)-2-((phenylthio)methyl)but-3-en-1-ol BrC=1C(=CC2=C(OCO2)C1)[C@@H]([C@@H](C=C)CSC1=CC=CC=C1)O